C(C)(C)(C)OC(=O)N1CCN(CC1)C(=O)C1CCC(CC1)CBr 4-((1R,4R)-4-(bromomethyl)cyclohexane-1-carbonyl)piperazine-1-carboxylic acid tert-butyl ester